3-((3-((tert-Butoxycarbonyl)(methyl)amino)propyl)dimethylammonio)propane-1-sulfonate C(C)(C)(C)OC(=O)N(CCC[N+](CCCS(=O)(=O)[O-])(C)C)C